1-(3,4-difluorophenyl)-5-oxo-N-(5-(trifluoromethyl)thiazol-2-yl)pyrrolidine-3-carboxamide tert-butyl-(5-(1-hydroxyethyl)pyridin-2-yl)(2,2,2-trifluoroethyl)carbamate C(C)(C)(C)OC(N(CC(F)(F)F)C1=NC=C(C=C1)C(C)O)=O.FC=1C=C(C=CC1F)N1CC(CC1=O)C(=O)NC=1SC(=CN1)C(F)(F)F